1,3-bis(p-tolyl)carbodiimide C1(=CC=C(C=C1)N=C=NC1=CC=C(C=C1)C)C